isopropyl-tri-t-butoxytin C(C)(C)[Sn](OC(C)(C)C)(OC(C)(C)C)OC(C)(C)C